(S)-4-amino-1-bromo-N-methyl-N-(6-(trifluoromethyl)-2,3-dihydrobenzofuran-3-yl)imidazo[1,5-a]quinoxaline-8-carboxamide NC=1C=2N(C3=CC(=CC=C3N1)C(=O)N([C@@H]1COC3=C1C=CC(=C3)C(F)(F)F)C)C(=NC2)Br